C(#N)C(=C1C=C(OC(=C1)C=CC1=CC=C(C=C1)N(C)C)C)C#N 4-(dicyanomethylene)-2-methyl-6-(p-dimethylaminostyryl)-4H-pyran